C(C)(C)(C)OC(NCCCCN1C2=NC(=NC(=C2N=C1)N)OCCCC)=O 4-(6-amino-2-butoxy-9H-purin-9-yl)butylcarbamic acid tert-butyl ester